4-fluoro-6-isopropylaniline FC1=CC=C(N)C(=C1)C(C)C